C(C)(C)[Ge](Cl)(Cl)Cl isopropyl-germanium trichloride